C(C)S(=O)(=O)C1=CC=C(COC(C2=C(C=CC=C2)OC(C)C)=O)C=C1 (4-(ethylsulfonyl) benzyl)-2-isopropoxybenzoate